CCCCCCC=C oct-7-en